Cl.N[C@@H](C(=O)N[C@H](CCC(=O)OC)C)CC(=O)N methyl (4S)-4-[[(2R)-2,4-diamino-4-oxo-butanoyl]amino]pentanoate hydrochloride